2-hydroxy-3-(6-((4-methyloxazol-5-yl)methoxy)-3,4-dihydroisoquinolin-2(1H)-yl)propyl-2-(piperidin-1-yl)-6-(pyridin-3-ylamino)isonicotinamide OC(CC1=C(C(=O)N)C=C(N=C1N1CCCCC1)NC=1C=NC=CC1)CN1CC2=CC=C(C=C2CC1)OCC1=C(N=CO1)C